6-(4-cyclopropyl-1H-imidazol-1-yl)-N-(6-(4-isopropyl-4H-1,2,4-triazol-3-yl)pyridin-2-yl)-2-naphthamide C1(CC1)C=1N=CN(C1)C=1C=C2C=CC(=CC2=CC1)C(=O)NC1=NC(=CC=C1)C1=NN=CN1C(C)C